BrC1=NC=CC(=C1C#N)Br 2,4-dibromo-3-pyridinecarbonitrile